C1(CC1)C1=CC=C(C=C1)N1CC(C1)C1=CC=C(CN2CCC(CC2)C(=O)OC)C=C1 methyl 1-(4-(1-(4-cyclopropylphenyl)azetidin-3-yl)benzyl)piperidine-4-carboxylate